FC(C=1C(=CNC(C1)=O)C(=O)NC1=C(C=C(C(=C1)C1=CC(=C(C=C1)N1CCOCC1)F)F)N1C[C@H](N([C@H](C1)C)C)C)F 4-(difluoromethyl)-N-[4-fluoro-5-(3-fluoro-4-morpholin-4-ylphenyl)-2-[(3R,5S)-3,4,5-trimethylpiperazin-1-yl]phenyl]-6-oxo-1H-pyridine-3-carboxamide